OC(C)[C@H]1C([C@H]2[C@@H]3CC[C@H]([C@@H](CCCC(C)C)C)[C@]3(CC[C@@H]2[C@]2(CCCC[C@@H]12)C)C)=O alpha-hydroxy-6alpha-ethyl-7-oxo-5beta-cholestane